O[C@H]1CN(CC1)C(=O)O[C@H]1CC[C@@]2([C@H]3C[C@H]([C@@]4([C@H](CC[C@@]4([C@@H]3CC[C@@H]2C1)O)C=1COC(C1)=O)C)O)C (R)-(3S,5R,8R,9S,10S,12R,13S,14S,17R)-12,14-dihydroxy-10,13-dimethyl-17-(5-oxo-2,5-dihydrofuran-3-yl)hexadecahydro-1H-cyclopenta[a]phenanthren-3-yl 3-hydroxypyrrolidine-1-carboxylate